NC=1C=2N(C=CN1)C(=NC2C)[C@@H](C)C=2C(=C(C(=O)N[C@@H]1CC[C@H]1O)C(=C(C2)Cl)F)OC(C)C 3-((S)-1-(8-amino-1-methylimidazo[1,5-a]pyrazin-3-yl)ethyl)-5-chloro-6-fluoro-N-((2R,3R)-3-hydroxycyclobut-2-yl)-2-isopropoxybenzamide